[Zn].N1C=NCC1 imidazoline zinc